2,2-difluoro-2-(2-oxo-2,3-dihydro-1H-1,3-benzodiazol-5-yl)acetic acid FC(C(=O)O)(C1=CC2=C(NC(N2)=O)C=C1)F